O=C(CCC(=O)O)OCC1(C(=C(C(=C1C)C)C)C)C 4-oxo-4-((1,2,3,4,5-pentamethylcyclopent-2,4-dienyl)methoxy)butyric acid